FC1=CC=C(C(=N1)C)C(C=1N=NN(C1OC)C)NC=1C=C2C(=C(C=NC2=C(C1)C#N)C#N)NCC(C)(C)C 6-(((6-fluoro-2-methylpyridin-3-yl)(5-methoxy-1-methyl-1H-1,2,3-triazol-4-yl)methyl)amino)-4-(neopentylamino)quinoline-3,8-dicarbonitrile